S1C(=NC2=C1C=CC=C2)C=2SC=1C(N2)=C(C=CC1)C=1SC2=C(N1)C=CC=C2 Ter-Benzothiazol